4-amino-1-benzylpiperidin-2-one NC1CC(N(CC1)CC1=CC=CC=C1)=O